1-(3-(tert-Butyl)phenyl)-N,N-dimethylnaphthalen-2-amine C(C)(C)(C)C=1C=C(C=CC1)C1=C(C=CC2=CC=CC=C12)N(C)C